CN1N=NC=2C1=NC=C(C2C)C(CC(=O)OCC)C=2C=C(C1=C(C=CS1)C2)CN2CC1=C(C[C@@H](C2)CC)C=CC(=N1)O Ethyl 3-(3,7-dimethyl-3H-[1,2,3]triazolo[4,5-b]pyridin-6-yl)-3-(7-{[(6S)-6-Ethyl-2-hydroxy-5,6,7,9-tetrahydro-8H-pyrido[2,3-c]azepin-8-yl]methyl}-1-benzothiophen-5-yl)propanoate